COC1=CC=C(C=C1)C1=NN2C(=NC=3C=CC=CC3C2=N1)N[C@H](CC(C)C)C(=O)N N2-[2-(4-methoxyphenyl)[1,2,4]triazolo[1,5-c]quinazolin-5-yl]-D-leucinamide